dibenzo[b,d,e]Furan C1=CC=CC=2OC3=C(C21)C=CC=C3